(S)-1-(4-fluorophenyl)-1-(2-(piperazin-1-yl)pyrimidin-5-yl)ethan FC1=CC=C(C=C1)[C@H](C)C=1C=NC(=NC1)N1CCNCC1